3-(hexyloxy)-4-(1-(methyl-d3)-1,2,5,6-tetrahydropyridin-3-yl-2,2,6,6-d4)-1,2,5-thiadiazole C(CCCCC)OC1=NSN=C1C=1C(N(C(CC1)([2H])[2H])C([2H])([2H])[2H])([2H])[2H]